[Fe].[N].[N].[N].[N] tetranitrogen iron